ClC=1C=C2CCC(CC2=CC1Cl)OC=1N=NNC1C(=O)O 4-((6,7-dichloro-1,2,3,4-tetrahydronaphthalen-2-yl)oxy)-1H-1,2,3-triazole-5-carboxylic acid